Tert-butyl ((1r,4r)-4-(1-cyclopropyl-1H-1,2,3-triazole-4-carboxamido)cyclohexyl)carbamate C1(CC1)N1N=NC(=C1)C(=O)NC1CCC(CC1)NC(OC(C)(C)C)=O